N[C@H](C(=O)OC)CC1=CN=CN1 Methyl (2S)-2-amino-3-(1H-imidazol-5-yl)propanoate